monolauryl-sulfonate C(CCCCCCCCCCC)OS(=O)=O